(R)-3-cyano-7-methyl-7,8-dihydro-1,6-naphthyridine-6(5H)-carboxylic acid tert-butyl ester C(C)(C)(C)OC(=O)N1CC=2C=C(C=NC2C[C@H]1C)C#N